(2R,3S,4R,5R)-4-[[3-(3,4-Difluoro-2-methoxy-phenyl)-4,5-dimethyl-tetrahydrofuran-2-carbonyl]amino]pyridin-2-carboxamid FC=1C(=C(C=CC1F)[C@H]1[C@@H](O[C@@H]([C@@H]1C)C)C(=O)NC1=CC(=NC=C1)C(=O)N)OC